O1CCC(CC1)OC1=CC=C(C(=O)O)C=C1 4-((tetrahydro-2H-pyran-4-yl)oxy)benzoic acid